C(C)(C)C1=C(NC2=CC=C(C=C12)C1CCN(CC1)C)C=1C=C(C(N(N1)C)=O)C 6-(3-isopropyl-5-(1-methylpiperidin-4-yl)-1H-indol-2-yl)-2,4-dimethylpyridazin-3(2H)-one